3-(2-bromo-1,3-oxazol-4-yl)-2-[(diphenylmethylidene)amino]propanoate BrC=1OC=C(N1)CC(C(=O)[O-])N=C(C1=CC=CC=C1)C1=CC=CC=C1